CC1(CN2C(OC1)=C(C=N2)[S@@](=O)(NC(NC2=C1[C@@H](CCC1=CC=1CCCC21)C)=O)=N)C (S)-6,6-dimethyl-N-(((R)-3-methyl-1,2,3,5,6,7-hexahydro-s-indacen-4-yl)carbamoyl)-6,7-dihydro-5H-pyrazolo[5,1-b][1,3]oxazine-3-sulfonimidamide